CS(=O)(=O)OC[C@@H](COC1=NN(C(=C1[N+](=O)[O-])C)C1CCOCC1)C (R)-2-methyl-3-((5-methyl-4-nitro-1-(tetrahydro-2H-pyran-4-yl)-1H-pyrazol-3-yl)oxy)propyl methanesulfonate